C(C1=CC=CC=C1)(C1=CC=CC=C1)N1CCN(CC1)C(CCOCCC(=O)N[C@H](C(=O)N1[C@@H](C[C@@H](C1)O)C(=O)NCC1=CC=C(C=C1)C1=C(N=CS1)C)C(C)(C)C)=O (2S,4S)-1-((S)-2-(3-(3-(4-benzhydrylpiperazin-1-yl)-3-oxopropoxy)propanamido)-3,3-dimethylbutanoyl)-4-hydroxy-N-(4-(4-methylthiazol-5-yl)benzyl)pyrrolidine-2-carboxamide